(R)-N4-(1-(3-bromophenyl)ethyl)-6-methoxy-2-methyl-N7-(7-(piperidin-1-yl)heptyl)quinazoline-4,7-diamine BrC=1C=C(C=CC1)[C@@H](C)NC1=NC(=NC2=CC(=C(C=C12)OC)NCCCCCCCN1CCCCC1)C